CN1C2(C3=CC(=CC=C3C1=O)C=1C=CC=C3C=C(C=NC13)C(=O)N1CCOCC1)CC2 2'-methyl-6'-(3-(morpholine-4-carbonyl)quinolin-8-yl)spiro[cyclopropane-1,1'-Isoindoline]-3'-one